C(C=C)(=O)N1CC(C1)(C1=C(C(=CC=C1)Cl)C)NC1=CC=C2C(N(C(=NC2=C1)C)CC(F)(F)F)=O 7-((1-Acryloyl-3-(3-chloro-2-methylphenyl)azetidin-3-yl)amino)-2-methyl-3-(2,2,2-trifluoroethyl)quinazolin-4(3H)-one